2,3,4,6-tetraacetyl-alpha-D-glucopyranose bromide [Br-].C(C)(=O)[C@@]1([C@@H](O)O[C@@H]([C@]([C@@]1(O)C(C)=O)(O)C(C)=O)C(O)C(C)=O)O